C(C1=CC=CC=C1)OC1=C(C(=C2C=CC(=CC2=C1)NC(CN1C[C@H]([C@@H](CC1)C1=CC2=C(N(C(N2CC)=O)C2C(NC(CC2)=O)=O)C=C1)F)=O)F)N1S(NC(C1)=O)(=O)=O N-[7-benzyloxy-5-fluoro-6-(1,1,4-trioxo-1,2,5-thiadiazolidin-2-yl)-2-naphthyl]-2-[(3S,4S)-4-[1-(2,6-dioxo-3-piperidyl)-3-ethyl-2-oxo-benzimidazol-5-yl]-3-fluoro-1-piperidyl]acetamide